FC(C1=NN(C(=C1)C)C1=NC(=CC=C1C#N)N1C=NC2=C1C=C(C(=C2)NC=2N=NC(=CC2)C)OC2(COC2)C)F 2-[3-(difluoromethyl)-5-methyl-pyrazol-1-yl]-6-[6-(3-methyloxetan-3-yl)oxy-5-[(6-methylpyridazin-3-yl)amino]benzimidazol-1-yl]pyridine-3-carbonitrile